O[C@@H]1C[C@@H](CC[C@H]1C)NC(OC(C)(C)C)=O tert-butyl ((1R,3R,4R)-3-hydroxy-4-methylcyclohexyl)carbamate